IB1C2CCCC1CCC2 9-iodo-9-borabicyclo[3.3.1]Nonane